bromo-3-(trifluoromethoxy)benzene tert-butyl-(R)-3-(3-chloro-4-morpholinobenzamido)pyrrolidine-1-carboxylate C(C)(C)(C)OC(=O)N1C[C@@H](CC1)NC(C1=CC(=C(C=C1)N1CCOCC1)Cl)=O.BrC1=CC(=CC=C1)OC(F)(F)F